CC([O-])C.CC([O-])C.CC([O-])C.[Al+3] aluminum tris-iso-propoxide